N-(2-ethylhexyl)-2-ethyl-3,6-dihydroxypyridin-4-one C(C)C(CN1C(=C(C(C=C1O)=O)O)CC)CCCC